4-(3-amino-1H-pyrazolo[4,3-b]pyridin-5-yl)-3-chloro-N-(3-chloro-2-fluorophenyl)benzenesulfonamide NC1=NNC=2C1=NC(=CC2)C2=C(C=C(C=C2)S(=O)(=O)NC2=C(C(=CC=C2)Cl)F)Cl